FC1=CC(=C(C=C1)[C@H]1[C@@H](O[C@@](C1)(C(F)(F)F)C)C(=O)NC1=CC(=NC=C1)C(=O)N)OC (2R,3S,5S)-4-[[3-(4-Fluoro-2-methoxy-phenyl)-5-methyl-5-(trifluoromethyl)tetrahydrofuran-2-carbonyl]amino]pyridin-2-carboxamid